COC1=NC=CC=C1N1CCC(CC1)OC[C@]1(C[C@H](CC1)NS(=O)(=O)C)C(=O)OC methyl (1S,3S)-1-(((1-(2-methoxypyridin-3-yl)piperidin-4-yl)oxy)methyl)-3-(methylsulfonamido)cyclopentane-1-carboxylate